C(C1=CC=CC=C1)NC(CN1C(N(CC1)C1=CC(=C(C=C1)N1CCOCC1)F)=O)=O N-benzyl-2-(3-(3-fluoro-4-morpholinophenyl)-2-oxoimidazolin-1-yl)acetamide